(R,Z)-3-((4-(2-chloroacetamido)-3,5-dimethyl-1H-pyrrol-2-yl)methylene)-2-oxo-N-(1-(p-tolyl)ethyl)indoline-5-carboxamide ClCC(=O)NC=1C(=C(NC1C)\C=C\1/C(NC2=CC=C(C=C12)C(=O)N[C@H](C)C1=CC=C(C=C1)C)=O)C